7-(1-bromoethyl)-3-methylquinoxalin-2(1H)-one BrC(C)C1=CC=C2N=C(C(NC2=C1)=O)C